C(C)(=O)C=1C=C(C=CC1)C(C(=O)O)C (3-acetylphenyl)propanoic acid